C[C@]1(CN)CC=CC=C1 (S)-1-methylbenzylamine